Methyl 3-formyl-2,6-dihydroxy-4-methoxybenzoate C(=O)C=1C(=C(C(=O)OC)C(=CC1OC)O)O